[1,4]diazepin-7-one N1=CC=NC=CC1=O